C(C(O)CO)C(C(C(=O)O)(CC(O)CO)CC(O)CO)CCCCCCCCCCCCC(C)C.C(CCCCCCCCCCCCCCC(C)C)(=O)O isostearate (triglyceryl isostearate)